ClC1=CC=C(C(=N1)S(=O)(=O)N)F 6-chloro-3-fluoropyridine-2-sulfonamide